FC1=C(OC=2C=CC(=NC2)NC([C@H](C)N2CC(C(CC2)(F)F)C2=CC(=NC=C2)C(=O)N)=O)C=CC(=C1)F 4-(1-((s)-1-((5-(2,4-difluorophenoxy)pyridin-2-yl)amino)-1-oxopropan-2-yl)-4,4-difluoropiperidin-3-yl)picolinamide